COC=1C=C2C(=NC=NC2=CC1OC)OC=1C(=C2C=C(N(C2=CC1)C(=O)OC1=CC=C(C=C1)[N+](=O)[O-])C)F 4-Nitrophenyl 5-(6,7-dimethoxyquinazolin-4-yloxy)-4-fluoro-2-methyl-1H-indole-1-carboxylate